3-chloro-N-(2-((1R,5S,6r)-3-(5-(3-cyano-6-(2-hydroxy-2-methylpropoxy)pyrazolo[1,5-a]pyridin-4-yl)pyridin-2-yl)-3-azabicyclo[3.1.0]hexan-6-yl)propan-2-yl)picolinamide ClC=1C(=NC=CC1)C(=O)NC(C)(C)C1[C@H]2CN(C[C@@H]12)C1=NC=C(C=C1)C=1C=2N(C=C(C1)OCC(C)(C)O)N=CC2C#N